3-(3-(tert-butyldimethylsilyloxy)cyclobutyl)-5-(chloromethyl)-1,2,4-oxadiazole [Si](C)(C)(C(C)(C)C)OC1CC(C1)C1=NOC(=N1)CCl